C(C1=CC=CC=C1)OC(=O)C=1C=CC2=C(N(C(=N2)CN2CC(N(CC2)C2=NC(=CC=C2)OCC2=CC=CC=C2)=O)C[C@H]2OCC2)C1 (S)-2-((4-(6-(benzyloxy)pyridin-2-yl)-3-oxopiperazin-1-yl)methyl)-1-(oxetan-2-ylmethyl)-1H-benzo[d]imidazole-6-carboxylic acid benzyl ester